ClC=1C(=NC=CC1)N1N=C(C=C1C(=O)NC=1C(=CC=2N(C1C(=O)NCCC)N=CC2)C)OC 6-(1-(3-chloropyridin-2-yl)-3-methoxy-1H-pyrazol-5-carboxamido)-5-methyl-N-propylpyrazolo[1,5-a]pyridin-7-carboxamid